N-methyl-1-1,3-benzodioxolylbutanamine CNC(CCC)C1OC2=C(O1)C=CC=C2